[1-[4-[Methyl(tetrahydropyran-4-yl)amino]-5-oxido-6,7-dihydrothieno[3,2-d]pyrimidin-5-ium-2-yl]azetidin-3-yl]-1-methylpyrazol-4-carboxylat CN(C=1C2=C(N=C(N1)N1CC(C1)OC(=O)C=1C=NN(C1)C)CC[S+]2[O-])C2CCOCC2